ClC1=C(C(=O)N(C2COC2)C)C=CC(=C1)OCCCCC1CCN(CC1)C([C@@](C(F)(F)F)(C1=CC=CC=C1)O)=O |o1:27| (R or S)-2-chloro-N-methyl-N-(oxetan-3-yl)-4-(4-(1-(3,3,3-trifluoro-2-hydroxy-2-phenylpropanoyl)piperidin-4-yl)butoxy)benzamide